N1(CCC1)C=1C=NC(=NC1)C1=CC(=CN1C)C(=O)NC1=CC(=CC(=C1)NS(=O)(=O)C)Cl 5-(5-(azetidin-1-yl)pyrimidin-2-yl)-N-(3-chloro-5-(methylsulfonylamino)phenyl)-1-methyl-1H-pyrrole-3-carboxamide